ClC=1C=C(C#N)C=C(C1)C(C)(C)C1=CC=C(C=C1)OCC1=NC(=NC=C1)N1CC2CN(CC2C1)CC1CCNCC1 3-Chloro-5-(2-(4-((2-(5-(piperidin-4-ylmethyl)hexahydropyrrolo[3,4-c]pyrrole-2(1H)-yl)pyrimidin-4-yl)methoxy)phenyl)propan-2-yl)benzonitrile